FC(CN1C(N(C2=CC=CC=C2C1=O)CC1=CC=C(C(=O)NO)C=C1)=O)C1=CC=CC=C1 4-((3-(2-fluoro-2-phenylethyl)-2,4-dioxo-3,4-dihydroquinazolin-1(2H)-yl)methyl)-N-hydroxybenzamide